[Cu].[Zr].[In].[Fe] iron-indium-zirconium-copper